C1(CC1)C1=NC=2N(C(=C1)N1CC(CC1)O)N=CC2 1-(5-cyclopropylpyrazolo[1,5-a]pyrimidin-7-yl)pyrrolidin-3-ol